sodium fluorosilane F[SiH3].[Na]